N1(C=NC=C1)C1=NC(=CC(=N1)C(=O)NC=1C=NC(=CC1)C(F)(F)F)C 2-(1H-imidazol-1-yl)-6-methyl-N-(6-(trifluoromethyl)pyridin-3-yl)pyrimidine-4-carboxamide